ClC=1C=C(C=CC1OCC1=NC=CC=C1)NC1=NC=NC2=CC(=C(C=C12)O)OC 4-((3-chloro-4-(pyridin-2-ylmethoxy)phenyl)amino)-7-methoxyquinazolin-6-ol